CN1N=C(C(=C1C)NC1=NC(=NC2=CC=CC=C12)NC1=CC=C(C=C1)CC#N)C 2-(4-((4-((1,3,5-trimethyl-1H-pyrazol-4-yl)amino)quinazolin-2-yl)amino)phenyl)acetonitrile